C1(=CC=CC=C1)OC(NC1=NC(=NC=N1)NC1=CC=CC=C1)=O phenyl-6-(phenyl-amino)-1,3,5-triazin-2-ylcarbamate